The molecule is an iminium ion that forms the cationic portion of the histological dye 'methyl green'. It is an iminium ion and a quaternary ammonium ion. CN(C)C1=CC=C(C=C1)C(=C2C=CC(=[N+](C)C)C=C2)C3=CC=C(C=C3)[N+](C)(C)C